OC1=C(C=C(C=C1)NC(=O)C=1C=CC2=C(NC=N2)C1)C(NC1=CC2=C(NC(CO2)=O)C=C1)=O N-{4-hydroxy-3-[(3-oxo-3,4-dihydro-2H-1,4-benzoxazin-7-yl)carbamoyl]phenyl}-1H-1,3-benzodiazole-6-carboxamide